CC(CN1C(COCC1)C=1C=CC=2N(C1)C=C(N2)CNC(=O)C=2N=C1N(C(C2)=O)C=CC=C1)(C)C N-({6-[4-(2,2-dimethylpropyl)morpholin-3-yl]imidazo[1,2-a]pyridin-2-yl}methyl)-4-oxo-4H-pyrido[1,2-a]pyrimidine-2-carboxamide